NC1=CC(=NC=C1)CCCN(C(OCC1=CC=CC=C1)=O)C benzyl N-[3-(4-amino-2-pyridyl)propyl]-N-methyl-carbamate